C(C1=CC=CC=C1)N1[C@H](C=2NC3=CC=CC=C3C2C[C@@H]1CCCC)C1=CC=C(C=C1)NC12CC3CC(CC(C1)C3)C2 (1R,3R,5S)-N-(4-((1S,3S)-2-benzyl-3-butyl-2,3,4,9-tetrahydro-1H-pyrido[3,4-b]indol-1-yl)phenyl)adamantan-1-amine